CC1=CC=CC=C1Br Bromotoluene